methyl 2-(7-(2-bromobutyryl)-9H-fluoren-2-yl)-2-oxoacetate BrC(C(=O)C1=CC=C2C=3C=CC(=CC3CC2=C1)C(C(=O)OC)=O)CC